(3S)-1-[3-[5-Bromo-2-(8-chloro-4-oxochromen-2-yl)phenoxy]-2-hydroxypropyl]pyrrolidin BrC=1C=CC(=C(OCC(CN2CCCC2)O)C1)C=1OC2=C(C=CC=C2C(C1)=O)Cl